2,5-dibenzoyl-3,4-difluorenylthiophene C(C1=CC=CC=C1)(=O)C=1SC(=C(C1C1=CC=CC=2C3=CC=CC=C3CC12)C1=CC=CC=2C3=CC=CC=C3CC12)C(C1=CC=CC=C1)=O